tert-butyl 3-[[2-fluoro-5-[(4-oxo-1-piperidyl)sulfonylmethyl]phenyl]carbamoyl]azetidine-1-carboxylate FC1=C(C=C(C=C1)CS(=O)(=O)N1CCC(CC1)=O)NC(=O)C1CN(C1)C(=O)OC(C)(C)C